OCCOCCN(C(OC(C)(C)C)=O)C tert-butyl N-[2-(2-hydroxyethoxy) ethyl]-N-methylcarbamate